7-methyl-5-(4-methylisoxazol-5-yl)pyrazolo[1,5-a]Pyrimidine-3-carboxylic acid ethyl ester C(C)OC(=O)C=1C=NN2C1N=C(C=C2C)C2=C(C=NO2)C